C1(CC1)N1NC(C(=C1)C=1C(=C(C(=CC1)O)N1CC(NS1(=O)=O)=O)F)=O 5-(3-(1-cyclopropyl-3-oxo-2,3-dihydro-1H-pyrazol-4-yl)-2-fluoro-6-hydroxyphenyl)-1,2,5-thiadiazolidin-3-one 1,1-dioxide